C(=O)([O-])OC(=O)OC(=O)[O-].[NH4+].[U+] uranium ammonium tricarbonate